[Mn].S(=O)(=O)([O-])[O-].[Fe+2].[Na] sodium ferrous sulfate manganese